4-Amino-N-cyclopropyl-2-fluoronicotinamide NC1=CC=NC(=C1C(=O)NC1CC1)F